3-(2,6-difluoro-3,5-dihydroxyphenyl)-1-ethyl-8-(morpholinylmethyl)-7-(phenylsulfonyl)-1,3,4,7-tetrahydro-2H-pyrrolo[3',2':5,6]Pyrido[4,3-d]Pyrimidin-2-one FC1=C(C(=C(C=C1O)O)F)N1C(N(C2=C(C1)C=NC1=C2C=C(N1S(=O)(=O)C1=CC=CC=C1)CN1CCOCC1)CC)=O